O[C@@]12C=C[C@@H]([C@H]3[C@]14C=1C(=C(C=CC1C[C@H]2N(C)CC4)OC)O3)O 14-hydroxy-codeine